CC1=CC=C(C=C1)OC(NC12CC(C1)(C2)NC(COC2=CC(=C(C=C2)Cl)F)=O)=O {3-[2-(4-chloro-3-fluorophenoxy)acetylamino]bicyclo[1.1.1]pentan-1-yl}carbamic acid 4-methylphenyl ester